propargyl-p-benzoquinone tert-butyl-2-methyl-2-(2-oxopropoxy)propanoate C(C)(C)(C)OC(C(C)(OCC(C)=O)C)=O.C(C#C)C=1C(C=CC(C1)=O)=O